[Si](C1=CC=CC=C1)(C1=CC=CC=C1)(C(C)(C)C)OCC(COC=1N=C(C2=C(N1)C(=C(N=C2)Cl)F)N2CC1CCC(C2)N1C(=O)OC(C)(C)C)(C)C tert-butyl 3-(2-(3-((tert-butyldiphenylsilyl) oxy)-2,2-dimethylpropoxy)-7-chloro-8-fluoropyrido[4,3-d]pyrimidin-4-yl)-3,8-diazabicyclo[3.2.1]octane-8-carboxylate